(1S,2R)-2-((S)-5-chloro-8-(imidazo[1,2-a]pyrimidin-2-ylmethoxy)-1-((2-oxopyrrolidin-1-yl)methyl)-1,2,3,4-tetrahydroisoquinoline-2-carbonyl)cyclohexane-1-carboxylic acid ClC1=C2CCN([C@@H](C2=C(C=C1)OCC=1N=C2N(C=CC=N2)C1)CN1C(CCC1)=O)C(=O)[C@H]1[C@H](CCCC1)C(=O)O